FC1(CCN(CCC1)C1=C(C(=O)NC=2C=C(C=CC2)[S@](=O)(C)=NC(OC(C)(C)C)=O)C(=C(C=N1)C1=CC(=CC(=C1)F)F)C)F tert-butyl (R)-((3-(2-(4,4-difluoroazepan-1-yl)-5-(3,5-difluorophenyl)-4-methylnicotinamido)phenyl)(methyl)(oxo)-λ6-sulfaneylidene)carbamate